C(C1=CC=CC=C1)NC(=O)[C@@]12N=C[C@H]3C([C@@H]1N(C[C@@H]2C3)CCC3=CC=CC=C3)CCO[Si](C)(C)C(C)(C)C (3S,3aS,6R,7aS)-N-benzyl-7-(2-((tert-butyldimethylsilyl)oxy)ethyl)-1-phenethyl-1,2,3,6,7,7a-hexahydro-3aH-3,6-methanopyrrolo[3,2-b]pyridine-3a-carboxamide